3-carbamoyl-2,2,5,5-tetramethyl-3-pyrroline C(N)(=O)C=1C(NC(C1)(C)C)(C)C